1,3-bis(dichlorophosphino)benzene ClP(C1=CC(=CC=C1)P(Cl)Cl)Cl